1-(2,5-dichloropyrimidin-4-yl)-3-methylindoline-3-carboxyAmide ClC1=NC=C(C(=N1)N1CC(C2=CC=CC=C12)(CC(=O)N)C)Cl